(S,E)-4'-(2-(Hydroxymethyl)-4-(methoxyimino)pyrrolidine-1-carbonyl)-3-methyl-[1,1'-biphenyl]-2-carbonitrile OC[C@H]1N(C/C(/C1)=N/OC)C(=O)C1=CC=C(C=C1)C=1C(=C(C=CC1)C)C#N